FC(COC1=CC=C(OC=2C=C(C=C3C=NN(C23)C)C(=O)O)C=C1)(CN1CCOCC1)F 7-[4-(2,2-difluoro-3-morpholino-propoxy)phenoxy]-1-methyl-indazole-5-carboxylic acid